C(C)C(C(=O)NC1=CC(=CC(=C1)NC(C(CC)CC)=O)NC(C(CC)CC)=O)CC 1,3,5-tris(2-ethylbutyrylamino)benzene